methyl 3-ethenyl-1-methyl-1H-pyrazole-5-carboxylate C(=C)C1=NN(C(=C1)C(=O)OC)C